C(C)(C)(C)C1=NN(C=C1)C (tert-butyl)-1-methyl-1H-pyrazole